8-(2-fluorophenyl)-N-(4-(piperazin-1-yl)phenyl)pyrido[3,4-d]pyrimidin-2-amine FC1=C(C=CC=C1)C1=NC=CC2=C1N=C(N=C2)NC2=CC=C(C=C2)N2CCNCC2